C1C=2N(CO1)COC2 5H-oxazolo[3,4-c]oxazole